3-fluoro-4-((5-fluoropyridin-2-yl)oxy)-5-methylaniline FC=1C=C(N)C=C(C1OC1=NC=C(C=C1)F)C